rel-(R,Z)-6-((amino(methylamino)methylene)amino)-N-(1-(3-fluoropyridin-2-yl)ethyl)-N-((5-(trifluoromethyl)pyridin-2-yl)methyl)nicotinamide N/C(/NC)=N/C1=NC=C(C(=O)N(CC2=NC=C(C=C2)C(F)(F)F)[C@H](C)C2=NC=CC=C2F)C=C1 |o1:23|